ClC1=C(C(=CC=C1)C1=NC2=C(N1)C=C(C(=C2)Cl)F)C=2C(=CC(=CC2)C(N[C@@H](CCC)C2=CC=NC=C2)=O)C(=O)O (S)-2'-chloro-6'-(5-chloro-6-fluoro-1H-1,3-benzodiazol-2-yl)-4-{[1-(pyridin-4-yl)butyl]carbamoyl}-[1,1'-biphenyl]-2-carboxylic acid